C(C)(C)(C)C=1SC(=C(N1)C=1C(=C(C=CC1)NC(OC(C)(C)C)=O)F)C1=NC(=NC=C1)Cl tert-butyl (3-(2-(tert-butyl)-5-(2-chloropyrimidin-4-yl)thiazol-4-yl)-2-fluorophenyl)carbamate